N-(2-((2-(dimethylamino)ethyl)(methyl)amino)-5-((5-methyl-4-(4-fluoro-1-isopropyl-2-methyl-1H-benzo[d]imidazole-6-yl)pyrimidin-2-yl)amino)-4-methoxyphenyl)acrylamide CN(CCN(C1=C(C=C(C(=C1)OC)NC1=NC=C(C(=N1)C=1C=C(C2=C(N(C(=N2)C)C(C)C)C1)F)C)NC(C=C)=O)C)C